S1(=O)(=O)NC(=O)C2=CC=CC=C12.COC1=NN(C=C1NC1=NC=CC(=N1)C1=CNC2=C(C=CC=C12)NC(C(=C)N1CCN(CC1)C)=O)C (2R)-N-(3-{2-[(3-methoxy-1-methyl-1H-pyrazol-4-yl)amino]pyrimidin-4-yl}-1H-indol-7-yl)-2-(4-methylpiperazin-1-yl)propenamide saccharine salt